2-((2-(1-(2,6-bis(benzyloxy)pyridin-3-yl)-3-methyl-2-oxo-2,3-dihydro-1H-benzo[d]imidazol-5-yl)-2-azaspiro[3.3]heptan-6-yl)oxy)acetic acid C(C1=CC=CC=C1)OC1=NC(=CC=C1N1C(N(C2=C1C=CC(=C2)N2CC1(C2)CC(C1)OCC(=O)O)C)=O)OCC1=CC=CC=C1